CC1=NC=CC(=C1C)C=1C=C(C=CC1)[C@@]1(C2=C(NC=3N=CC=CC13)CC(CC2=O)(C)C)CC (S)-5-(3-(2,3-dimethylpyridin-4-yl)phenyl)-5-ethyl-8,8-dimethyl-5,8,9,10-tetrahydrobenzo[b][1,8]naphthyridin-6(7H)-one